C(C)OC(CCC1=CC(=CC=C1)C(CCCC(CO)(C)C)OC1OCCCC1)=O.ClC=1C(=C(C=CC1F)C(CC1CCC(CC1)C(F)(F)F)=O)F 1-(3-chloro-2,4-difluorophenyl)-2-(4-(trifluoromethyl)cyclohexyl)ethan-1-one Ethyl-3-[3-(6-hydroxy-5,5-dimethyl-1-tetrahydropyran-2-yloxy-hexyl)phenyl]propanoate